N1C(=NC2=C1C=CC=C2)NC(CN2C(CCC2)=O)C2=CC(=CC=C2)C(F)(F)F 1-{2-[(1H-1,3-benzodiazol-2-yl)amino]-2-[3-(trifluoromethyl)phenyl]ethyl}-pyrrolidin-2-one